C[C@@]1(C(NC(CC1)=O)=O)C1=NC=C(C=C1)N1CCNCC1 |o1:1| (S or R)-3-methyl-3-(5-(piperazin-1-yl)pyridin-2-yl)piperidine-2,6-dione